5-[5-[(1R)-1-(3,5-dichloro-4-pyridyl)ethoxy]-1H-indazol-3-yl]-3-methoxy-pyridin-2-amine ClC=1C=NC=C(C1[C@@H](C)OC=1C=C2C(=NNC2=CC1)C=1C=C(C(=NC1)N)OC)Cl